4-methoxyphenyl-(morpholino)-phosphinothioate COC1=CC=C(C=C1)P([O-])(=S)N1CCOCC1